CC1=C(C(=CC(=C1)NCC1=CC=C(C=C1)C(F)(F)F)C)NC([C@@H](CC(C)C)N)=O (R)-2-Amino-4-methylpentanoic acid [2,6-dimethyl-4-(4-trifluoromethylbenzylamino)-phenyl]-amide